(4-(1H-tetrazol-5-yl)phenyl)methanamine N1N=NN=C1C1=CC=C(C=C1)CN